ClC=1C=C(N(C(NCC=2C=C3CN(C(C3=CC2)=O)C2C(NC(CC2)=O)=O)=O)CC(C(=O)OC(C)(C)C)=C)C=CC1C(F)(F)F tert-butyl 2-[[3-chloro-N-[[2-(2,6-dioxo-3-piperidyl)-1-oxo-isoindolin-5-yl]methylcarbamoyl]-4-(trifluoromethyl)anilino]methyl]prop-2-enoate